O[C@@H]1[C@H](CO[C@@H]([C@@H]1O)CO)N1C(N(CC1)CCOC)=O 1-((3S,4R,5R,6R)-4,5-dihydroxy-6-(hydroxymethyl)tetrahydro-2H-pyran-3-yl)-3-(2-methoxyethyl)imidazolidin-2-one